thia-2,3,5,8-tetrazatetracyclo[8.8.0.02,6.011,17]octadeca-1(10),3,5,8,11(17)-pentaene S1=2N3N=CN=C3CN=CC2C=2CCCCCC2C1